C1=CC=CC=2C1=C1C=3C=CC=CC3N=C1C=1C2C=CC(C1)CCCCOP(O)(O)=O [4-(7H-dibenzocarbazol-7-yl)butyl]phosphoric acid